FC=1C(=C(C(=O)O)C=C(C1)NC(=O)C1(CC1)C1=C(C=C(C=C1)C(F)(F)F)F)C=1C=NN(C1)CC(C)C 3-Fluoro-5-[({1-[2-fluoro-4-(trifluoromethyl)phenyl]cyclopropyl}carbonyl)amino]-2-(1-isobutyl-1H-pyrazol-4-yl)benzoic acid